(S)-1-(2-(4-((7-fluoroquinolin-5-yl)amino)piperidin-1-yl)acetyl)pyrrolidine-2-carbonitrile FC1=CC(=C2C=CC=NC2=C1)NC1CCN(CC1)CC(=O)N1[C@@H](CCC1)C#N